N-[(1S)-2-[4-(2,4-dimethylpyrazol-3-yl)anilino]-1-[(1R)-6-(2-isopropylpyrimidin-4-yl)indan-1-yl]-2-oxo-ethyl]-2-methyl-pyrazole-3-carboxamide CN1N=CC(=C1C1=CC=C(NC([C@H]([C@@H]2CCC3=CC=C(C=C23)C2=NC(=NC=C2)C(C)C)NC(=O)C=2N(N=CC2)C)=O)C=C1)C